C(C)(C)(C)OC(=O)N1C[C@H](OC2=C(C1)N=C(C=C2)Cl)C(C)C (R)-7-chloro-2-isopropyl-2,3-dihydropyrido[2,3-f][1,4]oxazepine-4(5H)-carboxylic acid tert-butyl ester